1-hexadecyl-3-methyl-imidazole chloride [Cl-].C(CCCCCCCCCCCCCCC)N1CN(C=C1)C